CN(C1CCN(CC1)C=1C=NC=2C=CC(=C(C2N1)C#N)NC1=CC(=C(C=C1)OCC1=CC(=CC=C1)F)OC)C 3-(4-(dimethylamino)piperidin-1-yl)-6-((4-((3-fluorobenzyl)oxy)-3-methoxyphenyl)amino)quinoxaline-5-carbonitrile